(2R,3S,4R,5R)-2-(Acetoxymethyl)-5-(2-amino-8-oxo-7-(prop-2-yn-yl)-7,8-dihydro-9H-purin-9-yl)tetrahydrofuran-3,4-diacetic acid C(C)(=O)OC[C@@H]1O[C@H]([C@@H]([C@@H]1CC(=O)O)CC(=O)O)N1C2=NC(=NC=C2N(C1=O)CC#C)N